vanadium-iron-indium [In].[Fe].[V]